N-(3-cyano-5-(3-fluorobenzyl)-4,5,6,7-tetrahydrothieno[3,2-c]pyridin-2-yl)-2-(2-(N-methylsulfamoyl)phenyl)acetamide C(#N)C1=C(SC2=C1CN(CC2)CC2=CC(=CC=C2)F)NC(CC2=C(C=CC=C2)S(NC)(=O)=O)=O